((2,6-dimethyl-pyrimidin-4-yl)amino)-N-ethoxy-4-((2-methoxy-3-(pyrimidin-2-yl)-phenyl)amino)nicotinamide CC1=NC(=CC(=N1)NC1=C(C(=O)NOCC)C(=CC=N1)NC1=C(C(=CC=C1)C1=NC=CC=N1)OC)C